N-(5-(1,5-naphthyridin-4-yl)-1H-pyrazol-3-yl)-7-fluoro-5-(piperidin-4-yl)-5H-pyrrolo[2,3-b]pyrazin-3-amine N1=CC=C(C2=NC=CC=C12)C1=CC(=NN1)NC1=CN=C2C(=N1)N(C=C2F)C2CCNCC2